Cl.FC(C(C)NN)(F)F (2,2,2-trifluoro-1-methyl-ethyl)hydrazine hydrochloride